1-[2,3-Difluoro-4-(3,4,5-trifluorophenyl)phenyl]-4-(5-propyltetrahydropyran-2-yl)cyclohexanol FC1=C(C=CC(=C1F)C1=CC(=C(C(=C1)F)F)F)C1(CCC(CC1)C1OCC(CC1)CCC)O